C(C)(C)(C)OC(CC1=CC(=CC=C1)[C@H](CC1=CC=CC=C1)O)=O (S)-2-(3-(1-hydroxy-2-phenylethyl)phenyl)acetic acid tert-butyl ester